N[C@H]1CN(C[C@@H](C1)F)C(=O)C1=CC2=C(C(=C(O2)C=2N(C3=C(C=CC=C3C2)OCC2CN(C2)C)CC2CC2)CCO)C(=C1)OC ((3R,5R)-3-amino-5-fluoropiperidin-1-yl)(2-(1-(cyclopropylmethyl)-7-((1-methylazetidin-3-yl)methoxy)-1H-indol-2-yl)-3-(2-hydroxyethyl)-4-methoxybenzofuran-6-yl)methanone